BrC1=C2CCN(CC2=CC(=C1)NC=1N=NC(=C(N1)NC1=CC(=CC=C1)C#N)C(=O)N)C ((5-bromo-2-methyl-1,2,3,4-tetrahydroisoquinolin-7-yl)amino)-5-((3-cyanophenyl)amino)-1,2,4-triazine-6-carboxamide